acetyl-muramic acid C(C)(=O)C1(O)[C@H](N)[C@@H](O[C@@H](C(=O)O)C)[C@H](O)[C@H](O1)CO